4-acetyl-3-cyclohexyl-1,3,4,5-tetrahydro-2H-benzo[1,4]diazepin-2-one C(C)(=O)N1C(C(NC2=C(C1)C=CC=C2)=O)C2CCCCC2